3-ethylbenzothiazolinesulfonic acid C(C)N1C(SC2=C1C=CC=C2)S(=O)(=O)O